FC1=CC=C(C=C1)N1C(CC(CCC1)(C(=O)O)C)=O 1-(4-fluorophenyl)-4-methyl-2-oxoazepane-4-carboxylic acid